(4-(7-Chloro-8-fluoro-2-(((2R,7aS)-2-fluorotetrahydro-1H-pyrrolizin-7a(5H)-yl)methoxy)pyrido[4,3-d]pyrimidin-4-yl)thiomorpholin-2-yl)methanol ClC1=C(C=2N=C(N=C(C2C=N1)N1CC(SCC1)CO)OC[C@]12CCCN2C[C@@H](C1)F)F